O=C1NC(CCC1N1C(C2=CC=CC(=C2C1=O)CC(=O)N)=O)=O 2-(2-(2,6-dioxopiperidin-3-yl)-1,3-dioxoisoindol-4-yl)acetamide